C(C)(C)(C)OC(=O)NC1CCN(CC1)C=1C2=C(N=CN1)C(=CS2)Br N-(tert-butoxycarbonyl)-1-(7-bromothieno[3,2-d]pyrimidin-4-yl)-4-piperidinylamine